CC1CN(CCOC(C(C(C(CC(C1)C)C)=O)(C)C)=O)CCC 6,8,10,12,12-pentamethyl-4-propyl-1-oxa-4-azacyclotridecane-11,13-dione